ClC1=C(C=CC(=N1)N)C 6-chloro-5-methyl-pyridin-2-amine